ClC1=C(C=C(C(=C1Cl)Cl)Cl)OC 2,3,4,5-tetrachloroanisole